C(C=1C(C(=O)OCCCC)=CC=CC1)(=O)OCCCC bisbutyl phthalate